ClC1=CC=C2C(=CNC2=C1F)\C=C/1\C(N(C(N1)=O)CC1=CC=C(C=C1)Cl)=O (Z)-5-((6-chloro-7-fluoro-1H-indol-3-yl)methylene)-3-(4-chlorobenzyl)imidazolidine-2,4-dione